C(#N)C1=CC(=C(COC2=NC(=NC=C2)C2CCN(CC2)CC2=NC3=C(N2C)C=C(C=C3OC(F)F)C(=O)O)C=C1)F 2-((4-(4-((4-Cyano-2-fluorobenzyl)oxy)pyrimidin-2-yl)piperidin-1-yl)methyl)-4-(difluoromethoxy)-1-methyl-1H-benzo[d]imidazole-6-carboxylic acid